C1(CCC1)CNC1CCN(CC1)CCCOC1=C2C=CC(OC2=CC2=C1C=CO2)=O 4-(3-(4-((cyclobutylmethyl)amino)piperidin-1-yl)propoxy)-7H-furo[3,2-g]chromen-7-one